ClC=1C=CC=C2C(CC(OC12)COC)=O 8-chloro-2-(methoxymethyl)chroman-4-one